(1R)-N-(2-(bis(2-methoxyphenyl)phosphono)benzyl)-1-(6-methoxyquinolin-4-yl)-1-((2R,5R)-5-vinylquinolin-2-yl)methylamine COC1=C(C=CC=C1)OP(=O)(OC1=C(C=CC=C1)OC)C1=C(CN[C@@H](C2=NC3=CC=CC(=C3C=C2)C=C)C2=CC=NC3=CC=C(C=C23)OC)C=CC=C1